difluoro-dichloro-s-triazine FC1(N(C=NC(=N1)Cl)F)Cl